BrC(C(=O)OC(C)(C)C)C=1C=CC=C2C(=NN(C12)C)C(F)F tert-butyl 2-bromo-2-(3-(difluoromethyl)-1-methyl-1H-indazol-7-yl)acetate